(E)-N-((DIMETHYLAMINO)METHYLENE)-8-IODO-6-METHYLQUINOLINE-5-CARBOXAMIDE CN(C)\C=N\C(=O)C=1C=2C=CC=NC2C(=CC1C)I